5-(1H-pyrazol-4-yl)isophthalic acid N1N=CC(=C1)C=1C=C(C=C(C(=O)O)C1)C(=O)O